ClC1=NC(=CC(=N1)N=[S@@](=O)(C)C1CC1)N1[C@@H](COCC1)C (R)-((2-chloro-6-((R)-3-methylmorpholino)pyrimidin-4-yl)imino)(cyclopropyl)(methyl)-λ6-sulfanone